4-((3-chloro-1H-pyrrolo[2,3-b]pyridin-4-yl)oxy)-2-fluoroaniline ClC1=CNC2=NC=CC(=C21)OC2=CC(=C(N)C=C2)F